C1=CC=CC=2C3=CC=CC=C3C(C12)COC(=O)N[C@H](C(=O)OCC1=CC=CC=C1)CI benzyl (R)-2-((((9H-fluoren-9-yl)methoxy) carbonyl)amino)-3-iodopropanoate